1-Methylcyclohexen CC1=CCCCC1